(E)-3-((3-((E)-4-(((2S,6R)-2,6-dimethylmorpholino)methyl)styryl)-1H-indazole-6-yl)methylene)-4-(3-methoxyphenyl)pyrrolidin-2-one C[C@@H]1O[C@@H](CN(C1)CC1=CC=C(/C=C/C2=NNC3=CC(=CC=C23)\C=C/2\C(NCC2C2=CC(=CC=C2)OC)=O)C=C1)C